3-[(1-ethyl-1H-pyrazol-4-yl)methyl]-1-(2-fluoro-5-[(2R)-2-methylmorpholin-4-yl]-3-(trifluoromethoxy)phenyl)pyridin-2(1H)-one C(C)N1N=CC(=C1)CC=1C(N(C=CC1)C1=C(C(=CC(=C1)N1C[C@H](OCC1)C)OC(F)(F)F)F)=O